4-((2R,3S,4S,5S)-3-(2-ethoxy-3,4-difluorophenyl)-4,5-dimethyl-5-(trifluoromethyl)tetrahydrofuran-2-carboxamido)picolinamide C(C)OC1=C(C=CC(=C1F)F)[C@H]1[C@@H](O[C@@]([C@H]1C)(C(F)(F)F)C)C(=O)NC1=CC(=NC=C1)C(=O)N